2-Chloro-5-{3-[(2-methyl-1-oxoisoindolin-5-yloxy)methyl]phenyl}benzoic acid ClC1=C(C(=O)O)C=C(C=C1)C1=CC(=CC=C1)COC=1C=C2CN(C(C2=CC1)=O)C